tert-butyl (S)-2-cyclopropyl-7-(4-fluorobenzyl)-2,3-dihydro-1H-pyrido[2,3-b][1,4]oxazine-1-carboxylate C1(CC1)[C@@H]1N(C2=C(OC1)N=CC(=C2)CC2=CC=C(C=C2)F)C(=O)OC(C)(C)C